C(C)C=1C(NC2=CC(=CN=C2C1)CN1CCN(CC1)C=1C(=NC2=C(N=CC=C2C1)NC)C)=O 3-Ethyl-7-((4-(2-Methyl-8-(methylamino)-1,7-naphthyridin-3-yl)piperazin-1-yl)methyl)-1,5-Naphthyridin-2(1H)-one